1-diethylamino-2-bis(1-methylethyl)amino-1,1,2,2-tetrachlorodisilane C(C)N([Si]([Si](Cl)(Cl)N(C(C)C)C(C)C)(Cl)Cl)CC